C(#N)C=1C(=CC(=NC1N1[C@H]([C@@H](C1)O)C)N1CC2(C1)CC(C2)C(=O)OC)C(F)(F)F.FC(CC[Si](O[Si](CCC(F)(F)F)(C)C)(C)C)(F)F 1,3-bis(trifluoropropyl) tetramethyldisiloxane methyl 2-(5-cyano-6-((2s,3r)-3-hydroxy-2-methylazetidin-1-yl)-4-(trifluoromethyl) pyridin-2-yl)-2-azaspiro[3.3]heptane-6-carboxylate